1-(8-fluoro-1,2,3,5,6,7-hexahydro-s-indacen-4-yl)-3-[S-(2-methyl-2,3-dihydropyrazolo[5,1-b]oxazol-7-yl)-N-trityl-sulfonimidoyl]urea FC=1C=2CCCC2C(=C2CCCC12)NC(=O)NS(=O)(=NC(C1=CC=CC=C1)(C1=CC=CC=C1)C1=CC=CC=C1)C=1C=NN2C1OC(C2)C